(9R,13S)-13-{4-[5-chloro-2-(1,2,3-thiadiazol-4-yl)phenyl]-6-oxo-1,6-dihydropyrimidin-1-yl}-3,9-dimethyl-3,4,7,15-tetraazatricyclo[12.3.1.02,6]octadeca-1(18),2(6),4,14,16-pentaen-8-one ClC=1C=CC(=C(C1)C=1N=CN(C(C1)=O)[C@H]1CCC[C@H](C(NC=2C=NN(C2C=2C=CN=C1C2)C)=O)C)C=2N=NSC2